ClC1=C(C=C2C(C(=CN(C2=N1)C1CC1)C(=O)NCC=1OC(=NN1)S(=O)(=O)C)=O)F 7-chloro-1-cyclopropyl-6-fluoro-N-((5-(methylsulfonyl)-1,3,4-oxadiazol-2-yl)methyl)-4-oxo-1,4-dihydro-1,8-naphthyridine-3-carboxamide